C(#N)[C@H](C[C@H]1C(NCC1)=O)NC(=O)[C@@H]1CSC2N1C([C@H](CC2)NC(OCC2=CC=CC=C2)=O)=O benzyl N-[(3R,6S)-3-[[(1S)-1-cyano-2-[(3S)-2-oxopyrrolidin-3-yl]ethyl]carbamoyl]-5-oxo-2,3,6,7,8,8a-hexahydrothiazolo[3,2-a]pyridin-6-yl]carbamate